CC(C1=C(C=CC=C1)C)=C(C(=O)OCC)C(=O)OCC diethyl (1-methyl-1-(2-methylphenyl)methylene)malonate